1-(tert-butyl) 2-methyl (2R,4S,5R)-2-(2-(chloromethyl) allyl)-4-fluoro-5-methyl-pyrrolidine-1,2-dicarboxylate ClCC(C[C@]1(N([C@@H]([C@H](C1)F)C)C(=O)OC(C)(C)C)C(=O)OC)=C